4,5-diphenyl-1H-imidazole-2-benzonitrile C1(=CC=CC=C1)C=1N=C(NC1C1=CC=CC=C1)C1=CC=CC=C1C#N